C1=C(C=CC2=CC=CC=C12)C[Se][Se]CC1=CC2=CC=CC=C2C=C1 bis(2-naphthylmethyl) diselenide